6-(4-bromo-2,6-dimethylbenzyl)-4-(1-methylcyclopentyl)pyridazine-3(2H)-one BrC1=CC(=C(CC=2C=C(C(NN2)=O)C2(CCCC2)C)C(=C1)C)C